C(C)N1N=CC=C1C1=C2C(=NC=C1)NC=C2 4-(1-ethyl-1H-pyrazol-5-yl)-1H-pyrrolo[2,3-b]pyridine